pyran-3,4,5-triol O1CC(=C(C(=C1)O)O)O